methyl (2S)-2-[[(2S)-2-(tert-butoxy carbonylamino)-3-cyclopropyl-propanoyl]amino]-3-[(3S)-2-oxopyrrolidin-3-yl]propanoate C(C)(C)(C)OC(=O)N[C@H](C(=O)N[C@H](C(=O)OC)C[C@H]1C(NCC1)=O)CC1CC1